3-amino-4-(1H-indol-3-yl)-2-(phenylamino)butanenitrile NC(C(C#N)NC1=CC=CC=C1)CC1=CNC2=CC=CC=C12